C(=O)(OCC1C2=CC=CC=C2C2=CC=CC=C12)N[C@H](CCCN(C(N)=N)S(=O)(=O)C1=C(C(=C(C=C1C)OC)C)C)C(=O)O fmoc-N'-(4-methoxy-2,3,6-trimethylbenzenesulfonyl)-D-arginine